ClC1=NNC=C1C=1C=C2C(=CN(C(C2=CC1)=O)CC=1C=C(C(=O)NCCN(C)C)C=CC1)C(C)O 3-((6-(3-Chloro-1H-pyrazol-4-yl)-4-(1-hydroxyethyl)-1-oxoisoquinolin-2(1H)-yl)methyl)-N-(2-(dimethylamino)ethyl)benzamide